Cl.Cl.N[C@H](C)[C@@H]1CC[C@H](CC1)C(=O)NC1=CC=NC=C1 4-[(1R)-1-aminoethyl]-N-4-pyridinyl-trans-cyclohexanecarboxamide, dihydrochloride